(S)-1-(4-(4-Methylthiazol-5-yl)phenyl)ethan-1-amine CC=1N=CSC1C1=CC=C(C=C1)[C@H](C)N